BrC1=CC=C(C=C1)C1=CC(=CC=C1)F 4'-bromo-3-fluorobiphenyl